2-(oxetan-3-yl)-5-(4,4,5,5-tetramethyl-1,3,2-dioxaborolan-2-yl)benzo[d]thiazole O1CC(C1)C=1SC2=C(N1)C=C(C=C2)B2OC(C(O2)(C)C)(C)C